BrC1=CC=CC=2N1N=C(N2)NC(=O)C2CC2 Cyclopropanecarboxylic acid (5-bromo-[1,2,4]triazolo[1,5-a]pyridin-2-yl)-amide